ClC=1C=C(C=CC1C(=O)N1CCN(CC1)C(CN1CC(CC1)O)=O)NC(=O)C=1N(C(=CN1)C1=C(C(=C(C=C1)OC)F)F)C N-[3-chloro-4-[4-[2-(3-hydroxypyrrolidin-1-yl)acetyl]piperazine-1-carbonyl]phenyl]-5-(2,3-difluoro-4-methoxy-phenyl)-1-methyl-imidazole-2-carboxamide